C1(=CC=CC=C1)NC1=C2C(=NO1)C=CC=C2 (phenylamino)benzo[c]isoxazole